OC(CC(=O)OCCCCN(CC(O[Si](C(C)(C)C)(C)C)CCCCCCCC)CC(O[Si](C(C)(C)C)(C)C)CCCCCCCC)(CC(=O)OCCCCN(CC(O[Si](C(C)(C)C)(C)C)CCCCCCCC)CC(O[Si](C(C)(C)C)(C)C)CCCCCCCC)C 1,5-bis[4-(2,2,3,3,11,11,12,12-octamethyl-5,9-dioctyl-4,10-dioxa-7-aza-3,11-disilatridecan-7-yl)butyl] 3-hydroxy-3-methylpentanedioate